C(C)OC(CC1CN(CCC1)C=1C(=NC(=CC1F)Br)C)=O 2-(1-(6-bromo-4-fluoro-2-methylpyridin-3-yl)piperidin-3-yl)acetic acid ethyl ester